FC1=C(COC2=CC=C(C3=C2OCO3)CNC(C(=O)N)C)C=CC=C1 2-{[7-(2-fluorobenzyloxy)benzo[d][1,3]Dioxol-4-yl]Methylamino}propionamide